COC1=C(C(=CC(=C1)OC)OC)Br 2,4,6-trimethoxy-bromobenzene